N-(3,5-dichlorophenyl)-N-((5-(hydrazinecarbonyl)pyridin-2-yl)methyl)ethanesulfonamide ClC=1C=C(C=C(C1)Cl)N(S(=O)(=O)CC)CC1=NC=C(C=C1)C(=O)NN